tert-butyl (3S)-3-[(1R)-2-[[3-[(1-acetylazetidin-3-yl)amino]-5-(1-piperidyl)-benzoyl]amino]-1-hydroxy-ethyl]-7-(methoxymethoxy)-3,4-dihydro-1H-isoquinoline-2-carboxylate C(C)(=O)N1CC(C1)NC=1C=C(C(=O)NC[C@@H](O)[C@H]2N(CC3=CC(=CC=C3C2)OCOC)C(=O)OC(C)(C)C)C=C(C1)N1CCCCC1